FC1=CC(=C(C=C1)C1CCN(CC1)[C@@H]1COC2(CN(C2)C=2OC=CN2)C1)OC1COC1 (S)-7-(4-(4-fluoro-2-(oxetan-3-yloxy)phenyl)piperidin-1-yl)-2-(oxazol-2-yl)-5-oxa-2-azaspiro[3.4]octane